COC1=NC=CC(=C1)C=1C(N(C=2C=CC(=NC2C1N1CCC(CC1)OC1=CC=C(C=C1)OC(F)(F)F)C#N)C)=O 7-(2-Methoxypyridin-4-yl)-5-methyl-6-oxo-8-(4-(4-(trifluoromethoxy)phenoxy)piperidin-1-yl)-5,6-dihydro-1,5-naphthyridin-2-carbonitril